ClC1=C(NN2SCC3=C2C=NC=2N=CC=CC32)C=CC=C1C1=CC3=C(OCCO3)C=C1 3-(2-chloro-3-(1,4-benzodioxan-6-yl)anilino)isothiazolo[4,5]naphthyridin